N[C@H]1[C@@H](OCCC1)C1=C(C2=NC(=CC(=C2S1)NCC=1OC=CC1)Cl)C 2-((2R,3R)-3-aminotetrahydro-2H-pyran-2-yl)-5-chloro-N-(furan-2-ylmethyl)-3-methylthieno[3,2-b]pyridin-7-amine